(R)-1-(2-chloropyridin-3-yl)ethyl (4-(5-((3-chlorobicyclo[1.1.1]pentan-1-yl)carbamoyl)pyridin-2-yl)-1-methyl-1H-1,2,3-triazol-5-yl)carbamate ClC12CC(C1)(C2)NC(=O)C=2C=CC(=NC2)C=2N=NN(C2NC(O[C@H](C)C=2C(=NC=CC2)Cl)=O)C